(7S)-7-tert-butyl-N-[(1R)-1-[3-(2-aminoethylcarbamoyl)phenyl]-3-(dimethylamino)propyl]-5,6,7,8-tetrahydrothiazolo[5,4-b]quinoline-2-carboxamide C(C)(C)(C)[C@@H]1CC=2C=C3C(=NC2CC1)SC(=N3)C(=O)N[C@H](CCN(C)C)C3=CC(=CC=C3)C(NCCN)=O